9-isopropyl-1,8,11,21-tetraoxo-14,17-dioxa-2,7,10,20-tetraazapentacosan-25-oic acid C(C)(C)C(C(NCCCCNC=O)=O)NC(CCOCCOCCNC(CCCC(=O)O)=O)=O